(3-cyclopropyl-1H-pyrazol-5-yl)carboxamide C1(CC1)C1=NNC(=C1)C(=O)N